2,2'-ethylidenebis(4,6-di-tert-butyl-phenol) C(C)(C1=C(C(=CC(=C1)C(C)(C)C)C(C)(C)C)O)C1=C(C(=CC(=C1)C(C)(C)C)C(C)(C)C)O